5-(8-(1-propenoylpyrrolidin-3-yl)quinazolin-6-yl)-N-phenylpyridinecarboxamide C(C=C)(=O)N1CC(CC1)C=1C=C(C=C2C=NC=NC12)C=1C=CC(=NC1)C(=O)NC1=CC=CC=C1